FC(C=1C=C(C=CC1)NCC(=O)OC)(F)F methyl (3-(trifluoromethyl)phenyl)glycinate